COC1=NC(=CC=C1NC(=O)C=1C(=NOC1C)C1=CC=CC=C1)C=1C=NC(=NC1)C(NC)=O N-[2-Methoxy-6-[2-(methylcarbamoyl)pyrimidin-5-yl]-3-pyridyl]-5-methyl-3-phenyl-isoxazole-4-carboxamide